N,N-Di([1,1'-biphenyl]-4-yl)-3-(4-(di([1,1'-biphenyl]-4-yl)amino)phenyl)-1,1,3-trimethyl-2,3-dihydro-1H-indene-5-amine C1(=CC=C(C=C1)N(C=1C=C2C(CC(C2=CC1)(C)C)(C)C1=CC=C(C=C1)N(C1=CC=C(C=C1)C1=CC=CC=C1)C1=CC=C(C=C1)C1=CC=CC=C1)C1=CC=C(C=C1)C1=CC=CC=C1)C1=CC=CC=C1